NC=1C2=C(N=CN1)N(C=C2C2=CC=C(C1=CC=CC=C21)NC(=O)NC2=CC(=NO2)C2(CC2)C(F)(F)F)C2CC2 1-(4-(4-amino-7-cyclopropyl-7H-pyrrolo[2,3-d]pyrimidin-5-yl)naphthalen-1-yl)-3-(3-(1-(trifluoromethyl)cyclopropyl)-isoxazol-5-yl)urea